methyl 2-(1-allyl-6-(hept-6-en-1-ylsulfonamido)-1H-pyrrolo[2,3-b]pyridin-2-yl)-7-methoxy-1-methyl-1H-benzo[d]imidazole-5-carboxylate C(C=C)N1C(=CC=2C1=NC(=CC2)NS(=O)(=O)CCCCCC=C)C2=NC1=C(N2C)C(=CC(=C1)C(=O)OC)OC